N-(((2S,5R)-5-((3-(2-fluoro-4-(2-fluorophenoxy)benzoyl)-5-methoxy-1H-pyrrolo[2,3-b]pyridin-4-yl)amino)tetrahydro-2H-pyran-2-yl)methyl)methanesulfonamide FC1=C(C(=O)C2=CNC3=NC=C(C(=C32)N[C@@H]3CC[C@H](OC3)CNS(=O)(=O)C)OC)C=CC(=C1)OC1=C(C=CC=C1)F